COCCOCC=1C=C(C#N)C=CC1 3-((2-methoxyethoxy)methyl)benzonitrile